tert-butyl (1R,5S)-3-(7-bromo-2-((1-((dimethylamino)methyl)-2,2-difluorocyclopropyl)methoxy)-6,8-difluoroquinazolin-4-yl)-3,8-diazabicyclo[3.2.1]octane-8-carboxylate BrC1=C(C=C2C(=NC(=NC2=C1F)OCC1(C(C1)(F)F)CN(C)C)N1C[C@H]2CC[C@@H](C1)N2C(=O)OC(C)(C)C)F